C(CCCCCCC\C=C/CCCCCCCC)C(C(=O)N)=C Oleyl-acrylamide